CC1=NOC(=C1COC1=C(C=CC=C1)C1CCN(CC1)[C@H]1CC2(CN(C2)C(=O)C2(CC2)F)CC1)C (R)-(6-(4-(2-((3,5-dimethylisoxazol-4-yl)methoxy)phenyl)piperidin-1-yl)-2-azaspiro[3.4]octan-2-yl)(1-fluorocyclopropyl)methanone